C(C)(C)(C)C1=NC=C(C(=N1)OC1=CC=CC=C1)C(=O)NC(C=CS(=O)(=O)C)C1CCC1 2-(tert-butyl)-N-(1-cyclobutyl-3-(methylsulfonyl)allyl)-4-phenoxypyrimidine-5-carboxamide